1-(2-{6-[3-Ethoxy-4-(3H-[1,2,3]triazol-4-yl)-phenyl]-pyrimidin-4-ylamino}-ethyl)-7-fluoro-4-methoxy-1H-indol-2-carbonitril C(C)OC=1C=C(C=CC1C=1NN=NC1)C1=CC(=NC=N1)NCCN1C(=CC2=C(C=CC(=C12)F)OC)C#N